(+/-)-camphorsulfonic acid C12(C(=O)CC(CC1)C2(C)C)CS(=O)(=O)O